(S,E)-5-(3,4-dimethylphenyl)-2-((4-(methylsulfonyl)but-3-en-2-yl)carbamoyl)pyridine 1-oxide CC=1C=C(C=CC1C)C=1C=CC(=[N+](C1)[O-])C(N[C@@H](C)\C=C\S(=O)(=O)C)=O